methanol diacrylate C(C=C)(=O)O.C(C=C)(=O)O.CO